4-chloro-6-(4-(4-methoxyphenoxy)piperidin-1-yl)-2,5-dimethylpyrimidine ClC1=NC(=NC(=C1C)N1CCC(CC1)OC1=CC=C(C=C1)OC)C